1-(4-(2-(2,6-dimethylpyridin-4-yl)-3-isopropyl-1H-indol-5-yl)piperidin-1-yl)-2-(pyrrolidin-1-yl)ethan-1-one CC1=NC(=CC(=C1)C=1NC2=CC=C(C=C2C1C(C)C)C1CCN(CC1)C(CN1CCCC1)=O)C